FC=1C=C(C=C2CCN(CC12)C1CC2(C1)N(CCCC2)C)C(=O)NO 8-fluoro-2-(5-methyl-5-azaspiro[3.5]nonan-2-yl)-3,4-dihydro-1H-isoquinoline-6-carbohydroxamic acid